N(=[N+]=[N-])CC(F)F 2-azido-1,1-difluoro-ethane